3-chloro-2-fluoro-1-methoxy-4-nitrobenzene ClC=1C(=C(C=CC1[N+](=O)[O-])OC)F